9-fluoro-1H,3H,4H,5H-[1,4]oxazepino[4,3-a]indole-11-carboxylic acid FC1=CC=2C(=C3N(C2C=C1)CCCOC3)C(=O)O